3-[10-(4-fluorophenyl)-11-isopropyl-2,4,5,8,10-pentazatricyclo[7.3.0.03,7]dodeca-1,3(7),5,8,11-pentaen-12-yl]propanoic acid FC1=CC=C(C=C1)N1C2=NC=3C=NNC3N=C2C(=C1C(C)C)CCC(=O)O